(S)-1-amino-3-chloro-2-propanolate hydrochloride Cl.NC[C@@H](CCl)[O-]